2-chloro-5-(4,4,5,5-tetramethyl-1,3,2-dioxaborolan-2-yl)-3-(trifluoromethyl)pyridine ClC1=NC=C(C=C1C(F)(F)F)B1OC(C(O1)(C)C)(C)C